5-{4-[4-(benzylcarbamoyl)-1H-1,2,3-triazol-1-yl]butyl}-N-(pyridin-2-ylmethyl)-1,3,4-thiadiazole-2-carboxamide C(C1=CC=CC=C1)NC(=O)C=1N=NN(C1)CCCCC1=NN=C(S1)C(=O)NCC1=NC=CC=C1